2-methoxy-4-((7-phenylbenzo[d]isothiazol-3-yl)amino)benzaldehyde COC1=C(C=O)C=CC(=C1)NC1=NSC2=C1C=CC=C2C2=CC=CC=C2